C(C1=CC=CC=C1)OC1=C(C=CC(=C1)OCC1=CC=CC=C1)/C=C/C(=O)C1=CC=C(C=C1)OC (E)-3-(2,4-bis(benzyloxy)phenyl)-1-(4-methoxyphenyl)prop-2-en-1-one